C(C)(C)(C)OC(=O)O[C@@H]1[C@H]([C@H](N(C1)C(=O)[O-])CC1=CC=C(C=C1)OC)OC(NCCCN(CCCC)CCCC)=O (2R,3S,4S)-4-[(tert-butoxycarbonyl)oxy]-3-({[3-(dibutylamino)propyl] carbamoyl}oxy)-2-[(4-methoxyphenyl)methyl]pyrrolidine-1-carboxylate